C1=CC=C(C(=C1)C[C@@H](C(=O)O)N)F The molecule is a 2-fluorophenylalanine that has L-configuration. It is a 2-fluorophenylalanine and a L-phenylalanine derivative. It is an enantiomer of a 2-fluoro-D-phenylalanine.